5-fluoro-6-((hydroxyamino)methyl)pyridin-3-amine FC=1C=C(C=NC1CNO)N